[Cl-].FC1=CC=C(C=C1)C=1N(C=[N+]2C1C=1NC3=CC=CC=C3C1C=C2)C2=CC=CC=C2 1-(4-Fluorophenyl)-2-phenyl-2,11-dihydroimidazo[1',5':1,2]pyrido[3,4-b]indol-4-ium chloride